tert-butyl (S)-4-((6-((5-fluoro-4-(5-fluoro-1-(hydroxymethyl)-2,3-dihydro-1H-benzo[d]pyrrolo[1,2-a]imidazol-7-yl)pyrimidin-2-yl)amino)pyridin-3-yl)methyl)-piperazine-1-carboxylate FC=1C(=NC(=NC1)NC1=CC=C(C=N1)CN1CCN(CC1)C(=O)OC(C)(C)C)C1=CC2=C(N=C3N2[C@@H](CC3)CO)C(=C1)F